FC(C(=O)O)(F)F.ClC1=CN=CC(=N1)C(=O)N 6-chloropyrazine-2-carboxamide trifluoroacetate